2-Cyanocyclobutyl(8-amino-7-fluoro-6-(8-methyl-2,3-dihydro-1H-pyrido[2,3-b][1,4]oxazin-7-yl)isoquinolin-3-yl)carbamate C(#N)C1C(CC1)N(C([O-])=O)C=1N=CC2=C(C(=C(C=C2C1)C1=C(C2=C(OCCN2)N=C1)C)F)N